tert-butyl (E)-(4-(6-carbamoyl-2-imino-4-methoxybenzo[d]thiazol-3(2H)-yl)but-2-en-1-yl)carbamate C(N)(=O)C1=CC2=C(N(C(S2)=N)C/C=C/CNC(OC(C)(C)C)=O)C(=C1)OC